2-bromo-1-(4-cyclopropylphenyl)ethan-1-one BrCC(=O)C1=CC=C(C=C1)C1CC1